5-[[(1s,4r)-4-(dimethylamino)-2,2-dimethyl-cyclohexyl]amino]-1,3-benzothiazole CN([C@H]1CC([C@H](CC1)NC=1C=CC2=C(N=CS2)C1)(C)C)C